2-sulfanilamidothiazoleN S(=O)(C=1C(=CC=CC1)N)(=O)NC1=NSCC1